4-amino-7-fluoro-N-((1R)-1-(3-fluoro-5-(trifluoromethyl)-2-pyridinyl)ethyl)-N-methyl-1,3-dihydrofuro[3,4-c]quinoline-8-carboxamide NC1=NC=2C=C(C(=CC2C2=C1COC2)C(=O)N(C)[C@H](C)C2=NC=C(C=C2F)C(F)(F)F)F